tri-(2-methyl-aziridinyl)phosphine oxide CC1N(C1)P(N1C(C1)C)(N1C(C1)C)=O